[OH-].O.[Li+] Lithium(I) hydrate hydroxide